1-cyclopropyl-4-(6-fluoro-2-methyl-4-carbonylquinolin-1(4H)-yl)-1H-pyrazole-3-carboxylic acid methyl ester COC(=O)C1=NN(C=C1N1C(=CC(C2=CC(=CC=C12)F)=C=O)C)C1CC1